COC(=O)C=1C(=CC2=CN(N=C2C1)CCC(C)(C)O)NC(=O)C1=NC(=C(C=C1)F)C Methyl-5-{[(5-fluoro-6-methylpyridin-2-yl)carbonyl]amino}-2-(3-hydroxy-3-methylbutyl)-2H-indazol-6-carboxylat